COC1=CC=C(CN2N=CC=3C2=NC=CC3OC3=CC=C(C=C3)[N+](=O)[O-])C=C1 1-(4-methoxybenzyl)-4-(4-nitrophenoxy)-1H-pyrazolo[3,4-b]pyridine